FC1=CC=C(CC=2C(=NN3C2N=C(C2=CC=CC=C32)N)C)C=C1 (4-Fluorobenzyl)-2-methylpyrazolo[1,5-a]quinazolin-5-amine